C(C)C(CCCCC1C2C=CC(C1)C2)=C 5-(5-ethyl-5-hexenyl)-2-norbornene